(R)-4-((1-(3-(difluoromethyl)-2-fluorophenyl)ethyl)amino)-6-(1-(fluoromethyl)cyclopropyl)-8-methoxy-2-methylpyrido[4,3-d]pyrimidine-7(6H)-one FC(C=1C(=C(C=CC1)[C@@H](C)NC=1C=2C(N=C(N1)C)=C(C(N(C2)C2(CC2)CF)=O)OC)F)F